(S)-N1-(6-amino-5-methylpyridin-3-yl)-N2-(1-cyclopropyl-2-methoxyethyl)-N2-((5-(trifluoromethyl)pyridin-2-yl)methyl)oxalamide NC1=C(C=C(C=N1)NC(C(=O)N(CC1=NC=C(C=C1)C(F)(F)F)[C@H](COC)C1CC1)=O)C